3H-adenine N1=CNC2=NC=NC2=C1N